F\C(\CNC(=O)C1NC2CC2C1)=C(\C)/C1=CC=CC=C1 N-((Z)-2-fluoro-3-phenylbut-2-en-1-yl)-2-azabicyclo[3.1.0]hexane-3-carboxamide